N-(3-methyl-2-vinylphenyl)pyrazine-2-carboxamide tin [Sn].CC=1C(=C(C=CC1)NC(=O)C1=NC=CN=C1)C=C